Cl.Cl.N1(C=NC=C1)C1=CC=C(C=N1)/C=C/C=1C=NC(=NC1)N1[C@H](CNCC1)COCCOC (R,E)-5-(2-(6-(1H-imidazol-1-yl)pyridin-3-yl)vinyl)-2-(2-((2-methoxyethoxy)methyl)piperazin-1-yl)pyrimidine dihydrochloride